FC1(CCC(CC1)NCC1=CC(=CC=C1)C1(COC1)F)F 4,4-Difluoro-N-(3-(3-fluorooxetan-3-yl)benzyl)cyclohexan-1-amine